ON1C(C=CC=C1CN1CCN(CCCN(CCN(CCC1)CC=1N(C(C=CC1)=O)O)CC=1N(C(C=CC1)=O)O)CC=1N(C(C=CC1)=O)O)=O 1-Hydroxy-6-({4,8,11-tris[(1-hydroxy-6-oxopyridin-2-yl)methyl]-1,4,8,11-tetraazacyclotetradecan-1-yl}methyl)pyridin-2-one